CC1=CC=NC2=CC(=CC=C12)S(=O)(=O)N1CC2(CCC2)CC1C 4-methyl-7-((7-methyl-6-azaspiro[3.4]octan-6-yl)sulfonyl)quinoline